CS(=O)(=O)OC1CCC(CC1)OC1=C(N=CS1)C 4-((4-methylthiazol-5-yl)oxy)cyclohexyl methanesulfonate